N-((5-fluoro-6-((3-methylisoxazol-5-yl)methoxy)-1H-indol-2-yl)methyl)-2-hydroxypropanamide FC=1C=C2C=C(NC2=CC1OCC1=CC(=NO1)C)CNC(C(C)O)=O